COC1=C(C=C(C=N1)N1CC2=C(N=CN=C2N[C@@H]2CNCC2)CC1)C (S)-3-[6-(6-Methoxy-5-methyl-pyridin-3-yl)-5,6,7,8-tetrahydro-pyrido[4,3-d]pyrimidin-4-ylamino]-pyrrolidin